C[C@H](CCC(=O)O[C@H]1[C@@H]([C@H]([C@@H]([C@H](O1)C(=O)O)O)O)O)[C@H]2CC[C@@H]3[C@@]2([C@H](C[C@H]4[C@H]3[C@@H](C[C@H]5[C@@]4(CC[C@H](C5)O)C)O)O)C The molecule is a steroid glucosiduronic acid obtained by formal condensation of the carboxy group of cholic acid with the anomeric hydroxy group of beta-D-glucuronic acid. It has a role as a human urinary metabolite. It is a beta-D-glucosiduronic acid, an O-acyl carbohydrate and a steroid glucosiduronic acid. It derives from a cholic acid. It is a conjugate acid of a cholic acid 24-O-(beta-D-glucuronide)(1-).